C(C)NC(=O)NC1=NC2=C(N1)C=CC(=C2F)C2=C(C=CC(=C2)CC2=NNC(C1=CC=CC=C21)=O)F 1-Ethyl-3-(4-fluoro-5-(2-fluoro-5-((4-oxo-3,4-dihydrophthalazin-1-yl)methyl)phenyl)-1H-benzoimidazol-2-yl)urea